BrC1=CC2=C(N=C(N=C2)S(=O)C)N2C1=NCC2 6-Bromo-2-(methylsulfinyl)-8,9-dihydroimidazo[1',2':1,6]pyrido[2,3-d]pyrimidine